[Na].OCC(O)CO rac-glycerol, sodium salt